ClC1=CC2=C(S1)[C@]1(C[C@H](N[C@H](C1)C)C1(CC1)C(=O)O)OCC2 1-[(2'S,6'S,7S)-2-chloro-6'-methyl-spiro[4,5-dihydrothieno[2,3-c]pyran-7,4'-piperidine]-2'-yl]cyclopropanecarboxylic acid